3-(2-chloro-9-phenyl-9H-purin-6-yl)-3,8-diazabicyclo[3.2.1]octane-8-carboxylic acid tert-butyl ester C(C)(C)(C)OC(=O)N1C2CN(CC1CC2)C2=C1N=CN(C1=NC(=N2)Cl)C2=CC=CC=C2